3-(2,2-difluorobenzo[d][1,3]dioxol-5-yl)-1-(4-(2-(3-hydroxyazetidin-1-yl)pyrimidine-4-carbonyl)piperazin-1-yl)prop-2-en-1-one FC1(OC2=C(O1)C=CC(=C2)C=CC(=O)N2CCN(CC2)C(=O)C2=NC(=NC=C2)N2CC(C2)O)F